(4-((2,4-dioxo-3-phenyl-3,4-dihydroquinazolin-1(2H)-yl)methyl)phenyl)-N-hydroxyacrylamide O=C1N(C2=CC=CC=C2C(N1C1=CC=CC=C1)=O)CC1=CC=C(C=C1)C(C(=O)NO)=C